COC1=C(C=CC(=C1)C(=O)N1CCOCC1)NC1=C2C(=NC(=C1)NC(=O)C1CC1)NN(C2=O)C N-(4-((2-methoxy-4-(morpholine-4-carbonyl)phenyl)amino)-2-methyl-3-oxo-2,3-dihydro-1H-pyrazolo[3,4-b]pyridin-6-yl)cyclopropanecarboxamide